(S)-5-phenyl-3-(3-(5-(trifluoromethyl)pyridin-2-yloxy)pyrrolidin-1-yl)pyridinecarboxaldehyde C1(=CC=CC=C1)C=1C=C(C(=NC1)C=O)N1C[C@H](CC1)OC1=NC=C(C=C1)C(F)(F)F